2-chloro-6-methyl-6,7-dihydrodispiro[pyrrolo[3,4-b]pyridine-5,1'-cyclohexane-4',2''-[1,3]dioxolane] ClC1=CC=C2C(=N1)CN(C21CCC2(OCCO2)CC1)C